O\N=C(\C1=CC(=CC=C1)B1OC(C(O1)(C)C)(C)C)/N (Z)-N'-hydroxy-3-(4,4,5,5-tetramethyl-1,3,2-dioxaborolan-2-yl)benzimidamide